(5S,8RS)-5-{[(3S)-3-Fluoropyrrolidin-1-yl]carbonyl}-8-hydroxy-2-{[6-(trifluoromethyl)pyridin-3-yl]methyl}-5,6,7,8-tetrahydro[1,2,4]triazolo[4,3-a]pyridin-3(2H)-one F[C@@H]1CN(CC1)C(=O)[C@@H]1CC[C@H](C=2N1C(N(N2)CC=2C=NC(=CC2)C(F)(F)F)=O)O |&1:11|